C1(CC1)OC=1N=C2C(=NC1CS(=O)(=O)N)N(C(=N2)C2=NC(=CC=C2)OCC)C2=C(C=CC=C2OC)OC (5-Cyclopropoxy-1-(2,6-dimethoxyphenyl)-2-(6-ethoxypyridin-2-yl)-1H-imidazo[4,5-b]pyrazin-6-yl)methanesulfonamide